ClC1=C(C=CC=C1)N1CCCC1 (2-chlorophenyl)pyrrolidine